(R)-N-(4-(3-((4-(methylamino)-5-(trifluoromethyl)pyrimidin-2-yl)amino)pyrrolidin-1-yl)quinazolin-7-yl)acrylamide CNC1=NC(=NC=C1C(F)(F)F)N[C@H]1CN(CC1)C1=NC=NC2=CC(=CC=C12)NC(C=C)=O